zinc oleate C(CCCCCCC\C=C/CCCCCCCC)(=O)[O-].[Zn+2].C(CCCCCCC\C=C/CCCCCCCC)(=O)[O-]